tertbutyl 3-(7-bromo-8-fluoro-2-(methylthio)-6-(trifluoromethyl)quinazolin-4-yl)-3,8-diazabicyclo[3.2.1]octane-8-carboxylate BrC1=C(C=C2C(=NC(=NC2=C1F)SC)N1CC2CCC(C1)N2C(=O)OC(C)(C)C)C(F)(F)F